Monopropylenglycol CC(CO)O